6-bromo-2-methyl-8-pyridazin-3-yloxy-imidazo[1,2-a]pyridine BrC=1C=C(C=2N(C1)C=C(N2)C)OC=2N=NC=CC2